C1(CC1)C(CCC=1OC(=C(N1)C1=CC=CC=C1)C1=CC=CC=C1)=O 1-cyclopropyl-3-(4,5-diphenyloxazol-2-yl)-propan-1-one